dodecyloxyethyl α-D-xylopyranoside O([C@@H]1[C@H](O)[C@@H](O)[C@H](O)CO1)CCOCCCCCCCCCCCC